C(#N)C1=NC=CC(=C1OC)C=1OC2=C(C1)C(=CC=C2)COC2=C(C=CC=C2)CC(=O)OCC ethyl 2-(2-((2-(2-cyano-3-methoxypyridin-4-yl)benzofuran-4-yl)methoxy)phenyl)acetate